N-((7-(5-Amino-4-cyano-1-(1,1,1-trifluoropropan-2-yl)-1H-pyrazol-3-yl)-1-((2-(trimethylsilyl)ethoxy)methyl)-1H-indazol-4-yl)methyl)-5-fluoro-2-methoxybenzamid NC1=C(C(=NN1C(C(F)(F)F)C)C=1C=CC(=C2C=NN(C12)COCC[Si](C)(C)C)CNC(C1=C(C=CC(=C1)F)OC)=O)C#N